ClC1=CC(=C(C=C1)N1C(N(C2=NC=CC=C21)[C@@H]2CN(CC2)C(=O)OC(C)(C)C)=O)O tert-Butyl (S)-3-(1-(4-chloro-2-hydroxyphenyl)-2-oxo-1,2-dihydro-3H-imidazo[4,5-b]pyridin-3-yl)pyrrolidine-1-carboxylate